1-(3-amino-5-chloro-4-methylphenyl)-3-((2-(2,6-dioxopiperidin-3-yl)-1-oxoisoindolin-5-yl)methyl)urea NC=1C=C(C=C(C1C)Cl)NC(=O)NCC=1C=C2CN(C(C2=CC1)=O)C1C(NC(CC1)=O)=O